2,3,4-trihydroxy-5,6-dimethyl-pyridine OC1=NC(=C(C(=C1O)O)C)C